C(C)(C)(C)C=1C=C(C=C(C1O)C(C)(C)C)CCC(=O)OCCCCCCCCCCCCCCCCCC n-octadecyl β-(3,5-di-tert-butyl-4-hydroxyphenyl)-propionate